(S)-N-(1,1-bis(3,5-dichlorophenyl)-1-hydroxypropan-2-yl)-1-methyl-1H-pyrrolo[2,3-b]pyridine-5-carboxamide ClC=1C=C(C=C(C1)Cl)C([C@H](C)NC(=O)C=1C=C2C(=NC1)N(C=C2)C)(O)C2=CC(=CC(=C2)Cl)Cl